2-diazo-1-naphthone [N+](=[N-])=C1C(C2=CC=CC=C2C=C1)=O